ClC1=C(C=CC=C1)NC(NC=1C=NN(C1)C=1C=C(SC1)C(=O)NC1CCOCC1)=O 4-(4-(3-(2-chlorophenyl)ureido)-1H-pyrazol-1-yl)-N-(tetrahydro-2H-pyran-4-yl)thiophene-2-carboxamide